3-(4-bromophenyl)-5-(2,4-dimethoxyphenyl)-1H-pyrazolo[4,3-c]pyridazin-6(5H)-one BrC1=CC=C(C=C1)C1=NNC=2C1=NN(C(C2)=O)C2=C(C=C(C=C2)OC)OC